4-(6-((3aR,6aS)-5-(5-fluoro-2-hydroxybenzyl)-hexahydropyrrolo[3,4-c]pyrrol-2(1H)-yl)pyridin-3-yl)-2-(1-methyl-1H-pyrazol-4-yl)-1H-pyrrolo[2,3-b]pyridine-5-carbonitrile FC=1C=CC(=C(CN2C[C@@H]3[C@H](C2)CN(C3)C3=CC=C(C=N3)C3=C2C(=NC=C3C#N)NC(=C2)C=2C=NN(C2)C)C1)O